C1(CC1)COC1=C(C=C2CCN([C@@H](C2=C1)CCC1=CNC2=CC(=CC=C12)C)C=O)OC (R)-7-(cyclopropylmethoxy)-6-methoxy-1-(2-(6-methyl-1H-indol-3-yl)ethyl)-3,4-dihydroisoquinoline-2(1H)-formaldehyde